C([C@H]([C@H]([C@@H]([C@H]([C@H](C(=O)O)O)O)O)O)O)O D-glucoheptonic acid